2,3,3'-tris(trifluoromethoxyl)benzidine FC(OC1=C(C=CC(=C1OC(F)(F)F)N)C1=CC(=C(N)C=C1)OC(F)(F)F)(F)F